Tert-Butyl 4-(2-benzoylhydrazinecarbonyl)piperidine-1-carboxylate C(C1=CC=CC=C1)(=O)NNC(=O)C1CCN(CC1)C(=O)OC(C)(C)C